C(CCC)C(C(=O)OCCCCN(CCCCOC(C(CCCCCC)CCCC)=O)CCN1CCN(CC1)CCNC(=O)OC(C)(C)C)CCCCCC ((2-(4-(2-((tert-butoxycarbonyl)amino)ethyl)piperazin-1-yl)ethyl)azanediyl)bis(butane-4,1-diyl) bis(2-butyloctanoate)